FC(S(=O)(=O)OC=1C=2N(C(=NN1)N[C@H]1CN(C[C@@H](C1)F)CC)N=CC2)(F)F 7-(((3R,5R)-1-ethyl-5-fluoropiperidin-3-yl)amino)pyrazolo[1,5-d][1,2,4]triazin-4-yl trifluoromethanesulfonate